2-methyl-2-[5-({3-[5-({[1-(4-methylpiperazine-1-carbonyl)piperidin-4-yl]amino}methyl)-1-(2,2,2-trifluoroethyl)-1H-indol-2-yl]prop-2-yn-1-yl}amino)pyridin-2-yl]propanenitrile CC(C#N)(C)C1=NC=C(C=C1)NCC#CC=1N(C2=CC=C(C=C2C1)CNC1CCN(CC1)C(=O)N1CCN(CC1)C)CC(F)(F)F